7-(2-dimethylamino-ethoxy)-2-(4-hydroxy-3,5-dimethylphenyl)-3H-quinazolin-4-one CN(CCOC1=CC=C2C(NC(=NC2=C1)C1=CC(=C(C(=C1)C)O)C)=O)C